COCCO[Si](C=CC)(OCCOC)OCCOC 1-[tri(methoxyethoxy)silyl]propene